(9Z,12Z)-bis((9Z,12Z)-octadeca-9,12-dien-1-yl)amine C(CCCCCCC\C=C/C\C=C/CCCCC)NCCCCCCCC\C=C/C\C=C/CCCCC